ethyl 2-[(5'S,7a'R)-5'-(3,5-difluorophenyl)-3'-oxotetrahydro-1H,3'H-spiro[piperidine-4,2'-pyrrolo[2,1-b][1,3]oxazol]-1-yl]-5-fluoropyrimidine-4-carboxylate FC=1C=C(C=C(C1)F)[C@@H]1CC[C@H]2OC3(C(N21)=O)CCN(CC3)C3=NC=C(C(=N3)C(=O)OCC)F